FC1=CC=C(C=C1)C1=NC(=NC=C1C=1C=C2C(=NC=NC2=CC1)C)NC(=O)N1CCN(CC1)C N-(4-(4-fluorophenyl)-5-(4-methylquinazolin-6-yl)pyrimidin-2-yl)-4-methylpiperazine-1-carboxamide